butyl 3,3-difluoro-2-(2-((2-(isoquinolin-1-yl)propan-2-yl)amino)-2-oxoethyl)pyrrolidine-1-carboxylate FC1(C(N(CC1)C(=O)OCCCC)CC(=O)NC(C)(C)C1=NC=CC2=CC=CC=C12)F